S(=O)(=O)(C1=CC=C(C)C=C1)N1C=CC=2C1=NC=C(N2)NC(OC(C)(C)C)=O tert-butyl (5-tosyl-5H-pyrrolo[2,3-b]pyrazin-2-yl)carbamate